γ-methacryloxypropylmethyl-dipropoxysilane C(C(=C)C)(=O)OCCC[Si](OCCC)(OCCC)C